FC1=CC=C(OC2=C(C(=O)Cl)C=CC=N2)C=C1 2-(4-fluorophenoxy)nicotinoyl chloride